[Br].N1C=CC2=CC=C3C(=C12)C=CC=C3 benzindole bromine